C(=CCCC=CCC)[Ir-]Cl 1,5-octadienyliridium(I) chloride